C1(CC1)C1=NC=2N(C(=C1)N1C(N(C(C1)=O)C)=O)N=C(C2)[C@@H](C)N[S@](=O)C(C)(C)C |o1:20| (R)-N-((R*)-1-(5-cyclopropyl-7-(3-methyl-2,4-dioxoimidazolidin-1-yl)pyrazolo[1,5-a]pyrimidin-2-yl)ethyl)-2-methylpropane-2-sulfinamide